{4-[(tetrahydrofuran-3-yl)oxy]phenyl}methanone O1CC(CC1)OC1=CC=C(C=C1)C=O